4,5-dimethoxysalicylaldehyde COC=1C=C(C(C=O)=CC1OC)O